ClC1=C(C=C(C=C1F)C1=NC=2N(C(=C1)N(C)C1=C(C=CC=C1C)F)N=C(C2)C(=O)N2C[C@@H]([C@@H](CC2)CC(=O)O)OC)F 2-((3R,4S)-1-(5-(4-chloro-3,5-difluorophenyl)-7-((2-fluoro-6-methylphenyl)(methyl)amino)pyrazolo[1,5-a]pyrimidine-2-carbonyl)-3-methoxypiperidin-4-yl)acetic acid